C(C)(C)(C)OC1=NC=C(C(=N1)OC(C)(C)C)C=1C=C(C=2N(N1)C=CN2)OCC(C)(F)F 6-(2,4-di-tert-butoxypyrimidin-5-yl)-8-(2,2-difluoropropoxy)imidazo[1,2-b]pyridazine